FC1=C(OC2CCC(CC2)C(=O)OCC)C=C(C(=C1)OC)C(N[C@@H]1[C@H]2CC[C@@H]([C@@H]1C(NC1=CC=CC=C1)=O)C2)=O Ethyl (1S,4s)-4-(2-fluoro-4-methoxy-5-(((1S,2R,3S,4R)-3-(phenylcarbamoyl)bicyclo[2.2.1]heptan-2-yl)carbamoyl)phenoxy)cyclohexane-1-carboxylate